CC1=CC2=CN(CC2=C1)C1=CC=CC=C1 2-Methyl-N-phenyl-5-azapentalen